ClCC(=O)C1SC2(N(C1=O)CC=1OC(=CC1)C1=CC=CC3=CC=CC=C13)CCNCC2 (2-chloroacetyl)-4-((5-(naphthalen-1-yl)furan-2-yl)methyl)-1-thia-4,8-diazaspiro[4.5]Decan-3-one